N-[[(2S)-2-amino-4-methyl-pentanoyl]amino]carbamic acid tert-butyl ester C(C)(C)(C)OC(NNC([C@H](CC(C)C)N)=O)=O